(3-cyano-3,3-diphenylpropyl)[1,4'-bipiperidine]-4'-carboxamide C(#N)C(CCC1N(CCCC1)C1(CCNCC1)C(=O)N)(C1=CC=CC=C1)C1=CC=CC=C1